N-(3-Cyano-6-(2-fluoro-3-methylbenzyl)-4,5,6,7-tetrahydrothieno[2,3-c]pyridin-2-yl)-2-(4-sulfamoylphenyl)acetamid C(#N)C1=C(SC=2CN(CCC21)CC2=C(C(=CC=C2)C)F)NC(CC2=CC=C(C=C2)S(N)(=O)=O)=O